((4-fluoro-1-(3-fluorobenzyl)piperidin-4-yl)methyl)-5,6-dimethoxy-2,3-dihydrobenzo[b]thiophene 1,1-dioxide FC1(CCN(CC1)CC1=CC(=CC=C1)F)CC1CC2=C(S1(=O)=O)C=C(C(=C2)OC)OC